5-bromo-4-chloro-1H-pyridin-2-one BrC=1C(=CC(NC1)=O)Cl